(R)-2'-(3-(3,4-dihydroisoquinolin-2(1H)-yl)-2-hydroxypropyl)-6'-(2-methoxy-7-azaspiro[3.5]nonane-7-carbonyl)-2',3'-dihydro-1'H-spiro[cyclopropane-1,4'-isoquinolin]-1'-one C1N(CCC2=CC=CC=C12)C[C@H](CN1C(C2=CC=C(C=C2C2(C1)CC2)C(=O)N2CCC1(CC(C1)OC)CC2)=O)O